1-Ethyl-3-(3-dimethylaminopropyl)carbodiimide-hydrochlorid Cl.C(C)N=C=NCCCN(C)C